NC=1C(=NC(=CC1C1=CC=C(C=C1)Br)C1=C(C=CC(=C1)F)OCC1=CC=CC=C1)C#N amino-4-(4-bromophenyl)-6-(5-fluoro-2-benzyloxyphenyl)cyanopyridine